(S)-6-(5'-chloro-3,5-dimethyl-[2,4'-bipyridine]-2'-yl)-5-methyl-2-(methylthio)-5,6,7,8-tetrahydropyrido[4,3-d]pyrimidine ClC=1C(=CC(=NC1)N1[C@H](C2=C(N=C(N=C2)SC)CC1)C)C1=NC=C(C=C1C)C